C(C1=CC=CC=C1)C1=NN(C(=C1C1CCC1)NC(CC1(CC1)C(F)(F)F)=O)C N-(3-benzyl-4-cyclobutyl-1-methyl-1H-pyrazol-5-yl)-2-(1-(trifluoromethyl)cyclopropyl)acetamide